7-[(4-[3-(2,4-dioxohexahydropyrimidin-1-yl)-5-fluoro-1-methyl-indazol-6-yl]-2-fluoro-cyclohexyl)-7-azaspiro[3.5]nonan-2-yl]-4-oxo-quinazoline O=C1N(CCC(N1)=O)C1=NN(C2=CC(=C(C=C12)F)C1CC(C(CC1)C1C(CC12CCNCC2)C2=CC=C1C(NC=NC1=C2)=O)F)C